(1R,2S,5S)-N-{(1S)-1-cyano-2-[(3S)-2-oxopyrrolidin-3-yl]ethyl}-6,6-dimethyl-3-[N-(trifluoroacetyl)-L-phenylalanyl]-3-azabicyclo[3.1.0]hexane-2-carboxamide C(#N)[C@H](C[C@H]1C(NCC1)=O)NC(=O)[C@@H]1[C@H]2C([C@H]2CN1C([C@@H](NC(C(F)(F)F)=O)CC1=CC=CC=C1)=O)(C)C